1-Nitro-3,6-dichloro-9H-carbazole [N+](=O)([O-])C1=CC(=CC=2C3=CC(=CC=C3NC12)Cl)Cl